dichloro(3-methyl-2-butenylidene)bis(tri-cyclopentyl-phosphine) ruthenium [Ru].ClP(C(C=C(C)C)P(C1CCCC1)(C1CCCC1)(C1CCCC1)Cl)(C1CCCC1)(C1CCCC1)C1CCCC1